2-(3,7-dimethylocta-2,6-dien-1-yl)-3-((2-methoxyethoxy)methoxy)-5-pentylphenol CC(=CCC1=C(C=C(C=C1OCOCCOC)CCCCC)O)CCC=C(C)C